O=C1C2=C(N=CN1)NN=C2C#N 4-oxo-4,5-dihydro-1H-pyrazolo[3,4-d]pyrimidine-3-carbonitrile